OC1=CC=C(C=C1)C(C=CC1=CC=C(C=C1)OCC(C(F)(F)F)(F)F)=O 1-(4-Hydroxyphenyl)-3-[4-(2,2,3,3,3-pentafluoropropoxy)phenyl]prop-2-en-1-one